copper ruthenium cobalt palladium zinc [Zn].[Pd].[Co].[Ru].[Cu]